Allyl 2-acetamido-3-O-benzyl-2-deoxy-α-L-altropyranosyl-(1→3)-4-azido-2,4,6-trideoxy-2-trichloroacetamido-β-D-galactopyranoside C(C)(=O)N[C@H]1[C@@H](O[C@H]([C@@H]([C@@H]1OCC1=CC=CC=C1)O)CO)O[C@@H]1[C@H]([C@H](OCC=C)O[C@@H]([C@@H]1N=[N+]=[N-])C)NC(C(Cl)(Cl)Cl)=O